[(1R,3S,4R)-3-(benzyloxy)-4-[(benzyloxy)methyl]cyclopentyl]-5-bromo-N-[(2,4-dimethoxyphenyl)methyl]-7H-pyrrolo[2,3-d]pyrimidin-4-amine C(C1=CC=CC=C1)O[C@H]1C[C@@H](C[C@@H]1COCC1=CC=CC=C1)C=1N=C(C2=C(N1)NC=C2Br)NCC2=C(C=C(C=C2)OC)OC